5-[7-methoxy-8-(prop-2-enamido)naphthalen-2-yl]-N-(1-methylpiperidin-4-yl)pyridine-3-carboxamide COC1=CC=C2C=CC(=CC2=C1NC(C=C)=O)C=1C=C(C=NC1)C(=O)NC1CCN(CC1)C